4-(3-(allyloxy)-4-methoxyphenyl)-3-methylene-1-(3,4,5-trimethoxyphenyl)azetidin-2-one C(C=C)OC=1C=C(C=CC1OC)C1C(C(N1C1=CC(=C(C(=C1)OC)OC)OC)=O)=C